CC1=CC=C(CN2C=C(C3=CC=CC=C23)C(=O)NC2=CC=C(C(=O)O)C=C2)C=C1 4-[1-(4-methylbenzyl)-1H-indole-3-carboxamido]benzoic acid